FC(OC1=CC=C(C=C1)NC(=O)N)(F)F p-trifluoromethoxyphenylurea